BrC1=C(C=CC=C1)CN1N=C(C=C1C1=CC(=CC=C1)OC)COC(C(=O)O)(C)C 2-([1-[(2-Bromophenyl)methyl]-5-(3-methoxyphenyl)-1H-pyrazol-3-yl]methoxy)-2-methylpropanoic acid